BrC=1C(=NC(=NC1)SC)C=1N(C=C(N1)C)NC1=C(C=CC=C1Cl)Cl 2-(5-bromo-2-(methylthio)pyrimidin-4-yl)-N-(2,6-dichlorophenyl)-4-methyl-1H-imidazol-1-amine